(R)-2-chloro-4-[(2-phenylpropyl)amino]pyrimidin-5-carboxamide ClC1=NC=C(C(=N1)NC[C@H](C)C1=CC=CC=C1)C(=O)N